ClC1=NC=C2C=C(C(N(C2=C1)CC(F)(F)F)=O)C1=CC(=CC(=C1)OC)OC 7-chloro-3-(3,5-dimethoxyphenyl)-1-(2,2,2-trifluoroethyl)-1,6-naphthyridin-2(1H)-one